(3S)-1-[(2R)-2-[[4-(2-Chlorophenyl)-2-fluoro-7-quinolyl]oxy]propanoyl]piperidin ClC1=C(C=CC=C1)C1=CC(=NC2=CC(=CC=C12)O[C@@H](C(=O)N1CCCCC1)C)F